N-(5-bromo-6-methylpyridin-3-yl)-3-(trifluoromethyl)benzamide BrC=1C=C(C=NC1C)NC(C1=CC(=CC=C1)C(F)(F)F)=O